C(C)(C)(C)OC(=O)N[C@H](C(=O)OC(C)(C)C)CCS(=O)(=N)CCC(C(F)(F)F)NC(=O)OC(C)(C)C (2S)-tert-butyl 2-((tert-butoxycarbonyl)amino)-4-(3-((tert-butoxycarbonyl)amino)-4,4,4-trifluorobutylsulfonimidoyl)butanoate